2,2'-thiobis-(4-methyl-6-tert-butylphenol) S(C1=C(C(=CC(=C1)C)C(C)(C)C)O)C1=C(C(=CC(=C1)C)C(C)(C)C)O